OCC1(C2=CC=CC=C2C=2C=CC=CC12)C=1C(=C(C=CC1C)C)C1(C2=CC=CC=C2C=2C=CC=CC12)CO bis-(9-hydroxymethylfluoren-9-yl)-1,4-xylene